ClC1=CC=C2C(=CC(=NC2=C1)C1=CC=C(C=O)C=C1)CN1CCOCC1 4-(7-chloro-4-(morpholinomethyl)quinolin-2-yl)benzaldehyde